C(C1=CC=CC=C1)OCCCC(CCC(=O)OC(C)(C)C)=O tert-butyl 7-benzyloxy-4-oxo-heptanoate